FC1(C(CCC1)C(=O)O)F 2,2-Difluorocyclopentane-1-carboxylic acid